C(C=C(C)C)OC(C1=CC=C(C=C1)O)=O para-hydroxybenzoic acid prenyl ester